CC(CC(=O)O)(CN)C β,β-dimethyl-γ-aminobutyric acid